1,3,4,5-tetrahydrocarbazole C1CCCC2=C3CC=CC=C3N=C12